ClC=1C=C(NCC2=NOC(=C2)C=2OC(=NN2)C(F)F)C=CC1 3-chloro-N-({5-[5-(difluoromethyl)-1,3,4-oxadiazol-2-yl]-1,2-oxazol-3-yl}methyl)aniline